C(C1=CC=CC=C1)(=O)OC1C(CCC1)=O (2-oxo-cyclopentyl) benzoate